2'-fluoro-6'-methoxy-[1,1'-biphenyl]-4-sulfonyl chloride FC1=C(C(=CC=C1)OC)C1=CC=C(C=C1)S(=O)(=O)Cl